ClC=1C(=NN2C1CNCCC2)C2=NC=CC=C2 3-chloro-2-(2-pyridyl)-5,6,7,8-tetrahydro-4H-pyrazolo[1,5-a][1,4]diazepine